N[C@@H](C(=O)NC1=CC=C(C=C1)C1=C2C(=NC=C1)NC=C2)C(C)C (2R)-2-Amino-3-methyl-N-[4-(1H-pyrrolo[2,3-b]pyridin-4-yl)phenyl]butanamide